monolauryl phosphate monosodium salt [Na+].P(=O)(OCCCCCCCCCCCC)([O-])O